N-(5-(3,5-difluorobenzyl)-1H-indazol-3-yl)-4-(2-(4-(4-((2,6-dioxopiperidin-3-yl)amino)benzyl)piperazin-1-yl)ethyl)benzamide trifluoroacetate FC(C(=O)O)(F)F.FC=1C=C(CC=2C=C3C(=NNC3=CC2)NC(C2=CC=C(C=C2)CCN2CCN(CC2)CC2=CC=C(C=C2)NC2C(NC(CC2)=O)=O)=O)C=C(C1)F